N7-Methyl-3-phenyl-N5-(pyrimidin-5-yl)-2,3-dihydrobenzofuran-5,7-dicarboxamid CNC(=O)C1=CC(=CC=2C(COC21)C2=CC=CC=C2)C(=O)NC=2C=NC=NC2